N1(CCOCC1)C=1CN(C=CC1)C1=CC=C(C=C1)N1C(CCCC1)=O 3-morpholinyl-1-(4-(2-oxopiperidine-1-yl)phenyl)pyridine